3-(3-chloro-4-fluorophenyl)-1-(1-(1-oxo-1,2-dihydroisoquinolin-4-yl)ethyl)-1-(thiazol-2-ylmethyl)urea ClC=1C=C(C=CC1F)NC(N(CC=1SC=CN1)C(C)C1=CNC(C2=CC=CC=C12)=O)=O